CN(C)\C=C/1\N(CC(C1=O)(C)C)C(=O)OC(C)(C)C tert-butyl (E)-2-((dimethylamino)methylene)-4,4-dimethyl-3-oxopyrrolidine-1-carboxylate